(R)-N-(3-(1-((2-amino-5-chloropyridin-3-yl)oxy)ethyl)-phenyl)-4-methylpicolinamide NC1=NC=C(C=C1O[C@H](C)C=1C=C(C=CC1)NC(C1=NC=CC(=C1)C)=O)Cl